N-(3-(4-methoxyphenyl)-1-phenylprop-2-yn-1-yl)pyridin-2-amine COC1=CC=C(C=C1)C#CC(C1=CC=CC=C1)NC1=NC=CC=C1